COC(=O)C1=CC=NC2=CC=C(C=C12)C1(CCOCC1)F 6-(4-Fluorotetrahydro-2H-pyran-4-yl)quinoline-4-carboxylic acid methyl ester